OCCOC1=C(C=C(C=C1)[C@@H](C)NC(C1=C(C=CC(=C1)N1CCN(CC1)C)C)=O)C=1C=NN(C1)C N-[(1R)-1-[4-(2-Hydroxyethoxy)-3-(1-methylpyrazol-4-yl)phenyl]ethyl]-2-methyl-5-(4-methylpiperazin-1-yl)benzamide